2-((2s,4s)-1-(but-2-ynoyl)-4-(8-chloro-7-(5,6-dimethyl-1H-indazol-4-yl)-4-(3-(dimethylamino)-3-methylazetidin-1-yl)-6-fluoro-1H-pyrazolo[4,3-c]quinolin-1-yl)piperidin-2-yl)acetonitrile C(C#CC)(=O)N1[C@@H](C[C@H](CC1)N1N=CC=2C(=NC=3C(=C(C(=CC3C21)Cl)C2=C1C=NNC1=CC(=C2C)C)F)N2CC(C2)(C)N(C)C)CC#N